[2-[3-[tert-Butyl(dimethyl)silyl]oxypropyl]-6-(trifluoromethyl)-3-pyridyl]methanol [Si](C)(C)(C(C)(C)C)OCCCC1=NC(=CC=C1CO)C(F)(F)F